C(C)C(COC(C(CCCC)C(C)C)=O)CCCCCC 2-ethyl-n-octyl-2-isopropyl-hexanoate